2-bromo-4-fluorobenzoic acid BrC1=C(C(=O)O)C=CC(=C1)F